CN(CCS(=O)(=O)N1CCC(CC1)NC1=NC=C(C(=N1)C=1C=C2C=CC=NC2=C(C1)F)F)C N-(1-((2-(dimethylamino)ethyl)sulfonyl)piperidin-4-yl)-5-fluoro-4-(8-fluoroquinolin-6-yl)pyrimidin-2-amine